ClC1=CC=C(C=C1)C1=NC(=NC(=C1)C1=CC2=C(C3=C(O2)C=CC=2C=CC=CC23)C=C1)C1=CC=CC=C1 4-(4-chlorophenyl)-6-(naphtho[2,1-b]benzofuran-9-yl)-2-PHENYLPYRIMIDINE